C(C)(C)C1=CC=C2CC3(CCN(CC3)C(=O)C3=CC4=C(NC(N4C)=O)C=C3)OC(C2=C1)=O 7-isopropyl-1'-(3-methyl-2-oxo-2,3-dihydro-1H-benzo[d]imidazole-5-carbonyl)spiro[isochroman-3,4'-piperidin]-1-one